[Si](C)(C)(C(C)(C)C)OCC1=NC=C(C(=C1)C(=O)OC)Cl methyl 2-{[(tert-butyldimethylsilyl)oxy] methyl}-5-chloropyridine-4-carboxylate